methionine methyl ester hydrochloride salt Cl.COC([C@@H](N)CCSC)=O